2-(Tert-butylamino)-5,6,8,9-tetrahydro-7H-pyrido[2,3-d]azepine-7-carboxylic acid tert-butyl ester C(C)(C)(C)OC(=O)N1CCC2=C(CC1)C=CC(=N2)NC(C)(C)C